[13C6,15N4]arginine [15NH2][13C@@H]([13CH2][13CH2][13CH2][15NH][13C]([15NH2])=[15NH])[13C](=O)O